C(C)(C)OC(=O)NNC(=O)OC(C)C di-(isopropyloxycarbonyl)hydrazine